(8-Fluoro-3,4-dihydro-1H-isochinolin-2-yl)-[rac-(5S,7S)-7-fluoro-5-phenyl-6,7-dihydro-5H-pyrrolo[1,2-b][1,2,4]triazol-2-yl]methanon FC=1C=CC=C2CCN(CC12)C(=O)C=1N=C2N(N1)[C@@H](C[C@@H]2F)C2=CC=CC=C2 |r|